1-(2,6,6-trimethylcyclohexa-1,3-dien-1-yl)ethan-1-one CC1=C(C(CC=C1)(C)C)C(C)=O